N-(4-((4-fluorobenzyl)thio)-2,6-dimethylphenyl)-2-phenylacetamide FC1=CC=C(CSC2=CC(=C(C(=C2)C)NC(CC2=CC=CC=C2)=O)C)C=C1